BrC1=CC2=C(N=C(N=C2)S(=O)(=O)C)N(C1=O)C 6-bromo-8-methyl-2-methylsulfonyl-pyrido[2,3-d]pyrimidin-7-one